C(C1=CC=CC=C1)OCCCC1(CC1)S(=O)(=O)NC(OC(C)(C)C)=O tert-butyl ((1-(3-(benzyloxy)propyl)cyclopropyl)sulfonyl)carbamate